FC(C(=O)O)(F)F.CCC=CC(C=CCCCCCCCCCC)=O heptadeca-3,6-dien-5-one trifluoroacetate